5-((1-methyl-4-oxo-2-(trifluoromethyl)-1,4-dihydroquinolin-7-yl)amino)thiazole-2-carboxamide CN1C(=CC(C2=CC=C(C=C12)NC1=CN=C(S1)C(=O)N)=O)C(F)(F)F